Methyl 5-(4-bromobenzoyl)-4-(3,6-difluoro-2-methylphenyl)-1-methyl-1H-pyrrole-3-carboxylate BrC1=CC=C(C(=O)C2=C(C(=CN2C)C(=O)OC)C2=C(C(=CC=C2F)F)C)C=C1